4-(2-((8S,10S,13S,14S,17R)-17-hydroxy-10,13-dimethyl-3-oxo-2,3,6,7,8,10,12,13,14,15,16,17-dodecahydro-1H-cyclopenta[a]phenanthren-17-yl)-2-oxoethoxy)-4-oxobutanoic acid O[C@@]1(CC[C@H]2[C@@H]3CCC4=CC(CC[C@@]4(C3=CC[C@]12C)C)=O)C(COC(CCC(=O)O)=O)=O